O(C1=CC=CC=C1)[C@H](CO)CCO (S)-2-phenoxy-1,4-butanediol